2-bromo-3-fluoro-N,N-dimethylbenzamide BrC1=C(C(=O)N(C)C)C=CC=C1F